ClC1=C2C=NN(C2=CC=C1NC1=NN(C=C1C)C1=CC(=C(C(=O)N(C)OC)C=C1)OC)C1OCCCC1 4-[3-[(4-chloro-1-tetrahydropyran-2-yl-indazol-5-yl)amino]-4-methyl-pyrazol-1-yl]-N,2-dimethoxy-N-methyl-benzamide